2-(2,6-dioxopiperidin-3-yl)-5-((4-(4-(4-(5-(2-fluoro-6-methoxyphenyl)-1H-pyrazolo[4,3-d]pyrimidin-3-yl)phenyl)piperazin-1-yl)-4-oxobutyl)amino)isoindoline-1,3-dione O=C1NC(CCC1N1C(C2=CC=C(C=C2C1=O)NCCCC(=O)N1CCN(CC1)C1=CC=C(C=C1)C1=NNC2=C1N=C(N=C2)C2=C(C=CC=C2OC)F)=O)=O